CC[Si](OCC)(C)C methyltrimethyl-(ethoxysilane)